BrC1=CC=C2C(=NC(=NC2=C1)OC[C@]12CCCN2C[C@@H](C1)F)SC 7-Bromo-2-(((2R,7aS)-2-fluorotetrahydro-1H-pyrrolizin-7a(5H)-yl)methoxy)-4-(methylthio)quinazoline